CN1N=C(C=2CN(C(CCC21)=O)C)C=2C=CC=C1C=C(N=CC21)C=2C=CC(=NC2)C(=O)NCC 5-[8-(1,5-dimethyl-6-oxo-7,8-dihydro-4H-pyrazolo[4,3-c]azepin-3-yl)-3-isoquinolinyl]-N-ethyl-pyridine-2-carboxamide